1-[(2-{3-[(4-Chlorophenyl)amino]prop-1-yn-1-yl}-1-ethyl-1H-indol-4-yl)methyl]-N,N-dimethylpiperidin-4-amine ClC1=CC=C(C=C1)NCC#CC=1N(C2=CC=CC(=C2C1)CN1CCC(CC1)N(C)C)CC